{[(4-methoxyphenyl)methyl]amino}-N-{4-[(oxetan-3-ylcarbonylamino)methyl]phenyl}carboxamide COC1=CC=C(C=C1)CNC(=O)NC1=CC=C(C=C1)CNC(=O)C1COC1